C1(=CC=CC=C1)N=C(C(F)(F)F)O[C@@H]1[C@H](O)[C@H](O)[C@@H](O)[C@@H](O1)C β-L-rhamnopyranosyl N-phenyltrifluoroacetimidate